O1C(OCCCC1)=O 1,3-dioxepan-2-one